OC1=C(C=C(CC(C(=O)OCC(CCCC)CC)C(=O)OCC(CCCC)CC)C=C1OC)OC bis(2-ethylhexyl) 2-(4-hydroxy-3,5-dimethoxybenzyl)malonate